1-(benzenesulfonyl)-4-chloro-2-[3-(trifluoromethyl)phenyl]pyrrolo[2,3-b]pyridine C1(=CC=CC=C1)S(=O)(=O)N1C(=CC=2C1=NC=CC2Cl)C2=CC(=CC=C2)C(F)(F)F